(S)- and (R)-1-(1H-indol-3-yl)-2-phenyl-2-((2-(pyridin-2-yl)ethyl)-amino)ethan-1-one N1C=C(C2=CC=CC=C12)C([C@@H](NCCC1=NC=CC=C1)C1=CC=CC=C1)=O |r|